2,7-dicyano-10-methylphenoxazine C(#N)C1=CC=2N(C3=CC=C(C=C3OC2C=C1)C#N)C